CC(=CCCCC)C 6-methyl-5-heptene